(R)-3-fluoro-5-(2-hydroxypropan-2-yl)-N'-((3-methyl-1,2,3,5,6,7-hexahydrodicyclopenta[b,e]pyridin-8-yl)carbamoyl)thiophene-2-sulfonimidamide FC1=C(SC(=C1)C(C)(C)O)[S@@](=O)(N)=NC(NC1=C2C(=NC3=C1CCC3)C(CC2)C)=O